[Si](C)(C)(C(C)(C)C)OCCC1(CNC(C1)=O)NC(OCC1=CC=CC=C1)=O benzyl N-[3-[2-[tert-butyl(dimethyl)silyl]oxyethyl]-5-oxo-pyrrolidin-3-yl]carbamate